2-(trifluoromethyl)pyrimidine-5-carboximidamide FC(C1=NC=C(C=N1)C(N)=N)(F)F